6-(1-(4-fluorophenyl)ethyl)-N-(trans-3-methoxycyclobutyl)-3-methyl-5-((2-(pyrrolidin-1-yl)ethyl)amino)pyrazine-2-carboxamide FC1=CC=C(C=C1)C(C)C1=C(N=C(C(=N1)C(=O)N[C@@H]1C[C@H](C1)OC)C)NCCN1CCCC1